3,5-dihydroxyphenylmethyl ketone OC=1C=C(C=C(C1)O)CC(=O)CC1=CC(=CC(=C1)O)O